(3'R)-5-Fluoro-1'-(4-(2-(1-methoxycyclopropyl)-1-phenylethyl)-1-((2-(trimethylsilyl)ethoxy)methyl)-1H-imidazole-2-carbonyl)spiro[benzo[d][1,3]oxazine-4,3'-piperidin]-2(1H)-one FC1=CC=CC=2NC(O[C@@]3(CN(CCC3)C(=O)C=3N(C=C(N3)C(CC3(CC3)OC)C3=CC=CC=C3)COCC[Si](C)(C)C)C21)=O